NC(CC(=O)O)C(=O)NCCC(=O)OC 3-Amino-4-[(3-methoxy-3-oxopropyl)amino]-4-oxobutanoic acid